calcium aluminum chlorine hydrate O.[Cl].[Al].[Ca]